COCCO[C@H]1[C@@H](O[C@@H]([C@H]1O)CO)N1C(=O)NC(=O)C(=C1)C 2'-O-(2-methoxyethyl)-5-methyluridine